C12C(CC(CC1)CC2)C(C)NS(=O)(=O)C=2C=C1C=CC=NC1=CC2 N-(1-(bicyclo[2.2.2]octan-2-yl)ethyl)quinoline-6-sulfonamide